O=C1NC(CCC1N1C(C2=CC=CC(=C2C1=O)CCCN1CCN(CC1)CC(=O)OC(C)(C)C)=O)=O tert-butyl 2-(4-(3-(2-(2,6-dioxopiperidin-3-yl)-1,3-dioxoisoindolin-4-yl)propyl)piperazin-1-yl)acetate